4-cyclohexyl-N-((1S,2R)-2-(6-fluoro-2,3-dimethylphenyl)-1-(5-oxo-4,5-dihydro-1,3,4-oxadiazol-2-yl)propyl)-piperidine-1-sulfonamide C1(CCCCC1)C1CCN(CC1)S(=O)(=O)N[C@@H]([C@H](C)C1=C(C(=CC=C1F)C)C)C=1OC(NN1)=O